6-Chloro-7-tert-butyl-2-trifluoromethyl-2H-chromen ClC=1C=C2C=CC(OC2=CC1C(C)(C)C)C(F)(F)F